C1(=CC=C(C=C1)CS)C p-tolyl-methyl mercaptan